(S)-(Tetrahydro-2H-pyran-2-yl)methyl (7-fluoro-6-(8-methyl-2,3-dihydro-1H-pyrido[2,3-b][1,4]oxazin-7-yl)isoquinolin-3-yl)carbamate FC1=C(C=C2C=C(N=CC2=C1)NC(OC[C@H]1OCCCC1)=O)C1=C(C2=C(OCCN2)N=C1)C